2-{3-[3-(dibenzothiophen-4-yl)phenyl]phenyl}-4,6-diphenyl-1,3,5-triazin C1=CC=C(C=2SC3=C(C21)C=CC=C3)C=3C=C(C=CC3)C=3C=C(C=CC3)C3=NC(=NC(=N3)C3=CC=CC=C3)C3=CC=CC=C3